Cl.CN(C1CCN(CC1)C=1SC2=C(N1)C=CC(=C2)C2=CC1=CN(N=C1C=C2)C)C N,N-Dimethyl-1-[6-(2-methyl-2H-indazol-5-yl)-1,3-benzothiazol-2-yl]piperidin-4-amin-Hydrochlorid